(5Z)-5-[4-[3-(Dimethylamino)propoxy]benzylidene]-2-thioxo-1,3-thiazolidin-4-one CN(CCCOC1=CC=C(\C=C/2\C(NC(S2)=S)=O)C=C1)C